2,4-dichloro-3-trifluoromethyl-4-cyano-5-aminopentanoate ClC(C(=O)[O-])C(C(CN)(C#N)Cl)C(F)(F)F